C1(CC1)C1=CC(=CC(=N1)N1C(C2=CC(=CC=C2C1)CNCC1(CCC1)O)=O)C1=C(C=C(C=C1C1=NN=CN1C)F)F 2-{6-Cyclopropyl-4-[2,4-difluoro-6-(4-methyl-1,2,4-triazol-3-yl)phenyl]pyridin-2-yl}-6-({[(1-hydroxycyclobutyl)methyl]amino}methyl)-3H-isoindol-1-one